calcium sulfate hemihydrate O.S(=O)(=O)([O-])[O-].[Ca+2].[Ca+2].S(=O)(=O)([O-])[O-]